4-(4-{[(3S)-2-(cyclopropylcarbonyl)-1,2,3,4-tetrahydroisoquinolin-3-yl]methyl}piperazin-1-yl)-2-(1H-pyrrolo[2,3-b]pyridin-5-yloxy)benzoic acid C1(CC1)C(=O)N1CC2=CC=CC=C2C[C@H]1CN1CCN(CC1)C1=CC(=C(C(=O)O)C=C1)OC=1C=C2C(=NC1)NC=C2